C(=C)C1=NC=C(C=N1)C=C 2,5-divinyl-pyrimidine